CC1=C(C=CC=C1C(F)(F)F)[C@@H](C)NC(=O)C1=CN(C(C=C1N[C@H]1CCN(CCC1)C)=O)C1CCOCC1 N-((R)-1-(2-methyl-3-(trifluoromethyl)phenyl)ethyl)-4-(((R)-1-methylazepan-4-yl)amino)-6-oxo-1-(tetrahydro-2H-pyran-4-yl)-1,6-dihydropyridine-3-carboxamide